P(=O)(O)(O)CC(=O)SCCNC(CCNC([C@@H](C(COP(OP(OC[C@@H]1[C@H]([C@H]([C@@H](O1)N1C=NC=2C(N)=NC=NC12)O)OP(=O)(O)O)(=O)O)(=O)O)(C)C)O)=O)=O phospho-acetyl-CoA